dicyclohexyl-[3,6-dimethoxy-2',4',6'-tri(prop-2-yl)biphenyl-2-yl]Phospholane C1(CCCCC1)C1(P(CCC1)C1=C(C(=CC=C1OC)OC)C1=C(C=C(C=C1C(C)C)C(C)C)C(C)C)C1CCCCC1